2-(6-{6-[(4-Cyano-2-fluorobenzyl)oxy]-3-fluoropyridin-2-yl}-6-azaspiro[2.5]oct-1-yl)-1-[(2S)-oxetan-2-ylmethyl]-1H-benzimidazol C(#N)C1=CC(=C(COC2=CC=C(C(=N2)N2CCC3(CC3C3=NC4=C(N3C[C@H]3OCC3)C=CC=C4)CC2)F)C=C1)F